(2E)-4-[ethyl(methyl)amino]-1-[2-(4-fluorophenyl)-3-(pyridin-4-yl)-6,7-dihydropyrazolo[1,5-a]pyrazin-5(4H)-yl]but-2-en-1-one C(C)N(C/C=C/C(=O)N1CC=2N(CC1)N=C(C2C2=CC=NC=C2)C2=CC=C(C=C2)F)C